L-glutamic acid N,N-diacetic acid tetrasodium salt [Na+].[Na+].[Na+].[Na+].C(CN([C@@H](CCC(=O)[O-])C(=O)[O-])CC(=O)[O-])(=O)[O-]